ClC=1C(=C(NC2=C(NC3=C2C(N[C@@H](C3)C)=O)C3=C(C=NC=C3)OC[C@@H]3CN(CCO3)C(=O)OC(C)(C)C)C=CC1)C tert-butyl (2S)-2-[({4-[(6R)-3-(3-chloro-2-methylanilino)-6-methyl-4-oxo-4,5,6,7-tetrahydro-1H-pyrrolo[3,2-c]pyridin-2-yl]pyridin-3-yl}oxy)methyl]morpholine-4-carboxylate